FC1(C(CN(CC1)C(=O)OC(C)(C)C)C=1N=CC(NC1)=O)F tert-butyl 4,4-difluoro-3-(5-oxo-4,5-dihydropyrazin-2-yl)piperidine-1-carboxylate